(S)-5-(5-(2-(3-fluoropyrrolidin-1-yl)ethyl)-3-isopropyl-1H-indol-2-yl)-1,3-dimethylpyridin-2(1H)-one F[C@@H]1CN(CC1)CCC=1C=C2C(=C(NC2=CC1)C=1C=C(C(N(C1)C)=O)C)C(C)C